COC1=NC=C(C2=CC=CC=C12)CNCCCC N-((1-methoxyisoquinolin-4-yl)methyl)butan-1-amine